7-((cis)-4-(4,7-diazaspiro[2.5]octan-7-yl)cyclohexyl)-5-(4-phenoxyphenyl)-7H-pyrrolo[2,3-d]pyrimidin-4-amine C1CC12NCCN(C2)[C@H]2CC[C@H](CC2)N2C=C(C1=C2N=CN=C1N)C1=CC=C(C=C1)OC1=CC=CC=C1